C(C)(C)(C)OC(=O)N1CCC2(CC1)OC1=CC(=C(C=C1C(C2)O)F)Br 7-bromo-6-fluoro-4-hydroxyspiro[chroman-2,4'-piperidine]-1'-carboxylic acid tert-butyl ester